N1C=NC2=C1C1=C(S2)C=CC=C1 benzothiophenoimidazole